2-(difluoromethoxy)-N-[(1s,4s)-4-{[2-(trifluoromethyl)quinolin-4-yl]amino}cyclohexyl]benzamide FC(OC1=C(C(=O)NC2CCC(CC2)NC2=CC(=NC3=CC=CC=C23)C(F)(F)F)C=CC=C1)F